1-benzyl-N-(7-((3-hydroxyoxetan-3-yl)ethynyl)-5-methyl-4-oxo-2,3,4,5-tetrahydrobenzo[b][1,4]oxazepin-3-yl)-1H-1,2,4-triazole-3-carboxamide C(C1=CC=CC=C1)N1N=C(N=C1)C(=O)NC1C(N(C2=C(OC1)C=CC(=C2)C#CC2(COC2)O)C)=O